8-{2,6-dimethoxyphenyl}-2,6-bis{4-[diphenylamino]phenyl}-8-hydroxy-4-phenyl-8H-phosphinino{3,2-b:5,6-b'}dithiophene P-oxide COC1=C(C(=CC=C1)OC)C1(C=2SC(=CC2P(C2=C1SC(=C2)C2=CC=C(C=C2)N(C2=CC=CC=C2)C2=CC=CC=C2)(C2=CC=CC=C2)=O)C2=CC=C(C=C2)N(C2=CC=CC=C2)C2=CC=CC=C2)O